CC=1C(=C(C(=O)OCC2=CC=C(C=C2)N2CCN(CC2)C(C)C)C=C(C1O)N)Cl (4-(4-isopropylpiperazin-1-yl)phenyl)methanol methyl-5-amino-2-chloro-4-hydroxy-benzoate